FC=1C=C2C(=NC1)NC=C2CCN2[C@@H](CCC2)C (R)-5-fluoro-3-(2-(2-methylpyrrolidin-1-yl)ethyl)-1H-pyrrolo[2,3-b]pyridine